S1C(=CC=C1)C1=CN=C2N1N=C(C=C2)C=2C=C(C=CC2)NS(=O)(=O)C N-[3-[3-(2-thienyl)imidazo[1,2-b]pyridazin-6-yl]phenyl]meth-anesulfonamide